3-hydroxy-1-(2-(6-(trifluoromethyl)imidazo[1,2-a]pyridin-3-yl)pyrimidin-4-yl)piperidine-3-carboxylic acid OC1(CN(CCC1)C1=NC(=NC=C1)C1=CN=C2N1C=C(C=C2)C(F)(F)F)C(=O)O